2-(1-hydroxyamyl)cyclopentanone OC(CCCC)C1C(CCC1)=O